tert-butyl 3-(4-(4,4,5,5-tetramethyl-1,3,2-dioxaborolan-2-yl)phenoxy)azetidine-1-carboxylate CC1(OB(OC1(C)C)C1=CC=C(OC2CN(C2)C(=O)OC(C)(C)C)C=C1)C